6-(8-amino-6-(4-fluorophenyl)tetrazolo[1,5-a]pyrazin-5-yl)imidazo[1,2-a]pyridine-3-carbonitrile NC=1C=2N(C(=C(N1)C1=CC=C(C=C1)F)C=1C=CC=3N(C1)C(=CN3)C#N)N=NN2